6-[3-(2,2-dicyclopropylethoxy)pyrazol-1-yl]-2-[(4S)-2,2,4-trimethylpyrrolidin-1-yl]pyridine-3-carboxamide C1(CC1)C(COC1=NN(C=C1)C1=CC=C(C(=N1)N1C(C[C@@H](C1)C)(C)C)C(=O)N)C1CC1